5-Chloro-2-fluoro-N-[4-(4,4,5,5-tetramethyl-[1,3,2]dioxaborolan-2-yl)-phenyl]-benzenesulfonamide ClC=1C=CC(=C(C1)S(=O)(=O)NC1=CC=C(C=C1)B1OC(C(O1)(C)C)(C)C)F